ClC1=C(C=C(C=C1)Cl)N=NC1C(N(N=C1C)C1=CC=CC=C1)=O [(2,5-dichlorophenyl)azo]-2,4-dihydro-5-methyl-2-phenyl-3H-pyrazolone